2-((1-benzylpiperidin-4-yl)methyl)-5,6-dimethoxy-1H-inden-3-yl 2-(tridecyloxy)acetate C(CCCCCCCCCCCC)OCC(=O)OC1=C(CC2=CC(=C(C=C12)OC)OC)CC1CCN(CC1)CC1=CC=CC=C1